(R)-3-((2-((4-((5-((3S,4S)-4-amino-3-methyl-2-oxo-8-azaspiro[4.5]Dec-8-yl)pyrazin-2-yl)thio)-3-chloropyridin-2-yl)amino)-5-chloropyrimidin-4-yl)oxy)propane-1,2-diol Hydrochloride Cl.N[C@H]1[C@@H](C(CC12CCN(CC2)C=2N=CC(=NC2)SC2=C(C(=NC=C2)NC2=NC=C(C(=N2)OC[C@@H](CO)O)Cl)Cl)=O)C